3-(4-fluorophenyl)cyclopentan-1-ol FC1=CC=C(C=C1)C1CC(CC1)O